[3-(nitromethyl)oxetan-3-yl]acetaldehyde [N+](=O)([O-])CC1(COC1)CC=O